CC1(N(C(CCC1)(C)C)N)C 2,2,6,6-tetramethyl-piperidinamine